C(C(C)(C)C)(=O)OC1CC(C1)(C1=NC=C(C=C1F)Br)N=[N+]=[N-] 3-azido-3-(5-bromo-3-fluoropyridin-2-yl)cyclobutyl pivalate